C1(CC1)C1=CC=C(C(=N1)OCC1CC1)/C=C/C(=O)NC1=CC=CC=2NC(NC21)=O (E)-3-(6-cyclopropyl-2-(cyclopropylmethoxy)pyridin-3-yl)-N-(2-oxo-2,3-dihydro-1H-benzo[d]imidazol-4-yl)acrylamide